6-(6-(((1R,3R,5S)-1-methyl-8-azabicyclo[3.2.1]oct-6-en-3-yl)thio)-1,2,4-triazin-3-yl)isoquinolin-7-ol C[C@@]12C[C@@H](C[C@@H](C=C1)N2)SC2=CN=C(N=N2)C=2C=C1C=CN=CC1=CC2O